N-(((2S,3R)-6,6-Difluoro-2-methylmorpholin-3-yl)methyl)-3-fluoro-5-(trifluoromethyl)pyridin-2-amine hydrochloride Cl.FC1(O[C@H]([C@H](NC1)CNC1=NC=C(C=C1F)C(F)(F)F)C)F